methyl (S)-2-(3-chloro-4-(6-((4-chloro-2-fluorobenzyl)oxy)pyridin-2-yl)benzyl)-1-((tetrahydrofuran-3-yl)methyl)-1H-benzo[d]imidazole-6-carboxylate ClC=1C=C(CC2=NC3=C(N2C[C@H]2COCC2)C=C(C=C3)C(=O)OC)C=CC1C1=NC(=CC=C1)OCC1=C(C=C(C=C1)Cl)F